FC1=C(C=CC=C1C1=CC(=C(C(=C1)OC)CN[C@@H]1CNC(C1)=O)F)C1=C(C(=CC=C1)NC(=O)C=1C(N(C(N(C1)C)=O)C)=O)C (S)-N-(2',3''-difluoro-5''-methoxy-2-methyl-4''-(((5-oxopyrrolidin-3-yl)amino)methyl)-[1,1':3',1''-terphenyl]-3-yl)-1,3-dimethyl-2,4-dioxo-1,2,3,4-tetrahydropyrimidine-5-carboxamide